BrC1=CC2=C(C=N1)OC(=N2)C2=C(C(=CC=C2)Cl)Cl 6-bromo-2-(2,3-dichlorophenyl)oxazolo[5,4-c]pyridine